tert-Butyl rac-(3S)-6-[2-(cyclopropoxy)-4-pyridyl]-3-methyl-3,4-dihydro-2H-pyridine-1-carboxylate C1(CC1)OC1=NC=CC(=C1)C1=CC[C@@H](CN1C(=O)OC(C)(C)C)C |r|